C12(C(CCCC1)O2)C[Si](OCC)(C)C epoxycyclohexylmethyl-dimethyl-(ethoxy)silane